C[C@H](C1=CC=CC=C1)N (+)-α-phenylethylamine